[[3,3-Difluoro-3-(4-fluorophenyl)-propyl]sulfanyl]-N-[(4-fluorophenyl)-methyl]-pyridazine-4-carboxylic acid amide FC(CCSC=1N=NC=CC1C(=O)NCC1=CC=C(C=C1)F)(C1=CC=C(C=C1)F)F